1,4-bis(2-hydroxyethyl)benzene OCCC1=CC=C(C=C1)CCO